[6-(3-Cyanopyrazol-1-yl)-2-fluoro-3-methoxyphenyl]methylamine C(#N)C1=NN(C=C1)C1=CC=C(C(=C1CN)F)OC